O=C1NC(CCC1N1C(C2=C(C=C(C=C2C1)CN1CCN(CC1)C1=CC=C(C(=O)NC2=CC(=C(C=C2)C)NC2=NC=CC(=N2)C=2C=NC=CC2)C=C1)F)=O)=O 4-(4-((2-(2,6-dioxopiperidin-3-yl)-7-fluoro-1-oxoisoindolin-5-yl)methyl)piperazin-1-yl)-N-(4-methyl-3-((4-(pyridin-3-yl)pyrimidin-2-yl)amino)phenyl)benzamide